COC1=CC2=C(OC([C@@H](N2)C2=CC=CC=C2)=O)C=C1 (+)-(S)-6-Methoxy-3-phenyl-3,4-dihydro-2H-benzo[b][1,4]oxazin-2-one